NC=1C=NN(C1)CC[C@H](C)O (S)-4-(4-amino-1H-pyrazol-1-yl)butan-2-ol